2,5-dimethyl-terephthalamide CC1=C(C(=O)N)C=C(C(=C1)C(=O)N)C